4'-biphenylcarboxaldehyde C1(=CC=CC=C1)C1=CC=C(C=C1)C=O